4-(5-(4-allyl-2-methoxyphenoxy)pentan-2-yl)pyridine C(C=C)C1=CC(=C(OCCCC(C)C2=CC=NC=C2)C=C1)OC